3-(2-naphthyl)-6-phenylcarbazole C1=C(C=CC2=CC=CC=C12)C=1C=CC=2NC3=CC=C(C=C3C2C1)C1=CC=CC=C1